2-amino-N-(4-bromobenzyl)benzamide NC1=C(C(=O)NCC2=CC=C(C=C2)Br)C=CC=C1